ClC1=NC=C(C(=N1)NC=1C=CC(=C2CCN(C12)S(=O)(=O)C)C)Cl N-(2,5-dichloropyrimidin-4-yl)-4-methyl-1-(methylsulfonyl)indolin-7-amine